2-{4-[2-(5-methyl-3-trifluoromethyl-pyrazol-1-yl)-acetyl]-piperazin-1-yl}-5,6-dihydro-4H-benzothiazol-7-one-O-(2-fluoro-3-bromo-benzyl) oxime FC1=C(CON=C2CCCC=3N=C(SC32)N3CCN(CC3)C(CN3N=C(C=C3C)C(F)(F)F)=O)C=CC=C1Br